N-[2-(2,6-dioxopiperidin-3-yl)-1-oxo-3H-isoindol-5-yl]-1-(sec-butyl)pyrrolo[2,3-b]pyridine-5-carboxamide O=C1NC(CCC1N1C(C2=CC=C(C=C2C1)NC(=O)C=1C=C2C(=NC1)N(C=C2)C(C)CC)=O)=O